O=C1N(C(CCC1N1C(C2=CC=C(C=C2C1=O)N1CC(C1)N1CC(C1)=O)=O)=O)COCC[Si](C)(C)C 2-(2,6-dioxo-1-((2-(trimethylsilyl)ethoxy)methyl)piperidin-3-yl)-5-(3-oxo-[1,3'-biazetidin]-1'-yl)isoindoline-1,3-dione